2-chloro-6-fluoro-3-(3-fluoropropylsulfonylamino)benzoic acid ClC1=C(C(=O)O)C(=CC=C1NS(=O)(=O)CCCF)F